hexyl-2'-deoxy-adenosine-5'-triphosphate P(O)(=O)(OP(=O)(O)OP(=O)(O)O)OC[C@@H]1[C@H](C[C@@](O1)(N1C=NC=2C(N)=NC=NC12)CCCCCC)O